tert-butyl 2-oxospiro[indole-3,3'-pyrrolidine]-1'-carboxylate O=C1NC2=CC=CC=C2C12CN(CC2)C(=O)OC(C)(C)C